C(C)(C)(C)OC(=O)N1CCN(CC1)C1=NC=NC2=CC(=C(C=C12)Cl)C1=NC(=CC(=C1C(F)(F)F)C)N 4-[7-[6-amino-4-methyl-3-(trifluoromethyl)-2-pyridinyl]-6-chloro-quinazolin-4-yl]Piperazine-1-carboxylic acid tert-butyl ester